COC(C1=C(C(=NC=C1)C(F)(F)F)NC1=C(C=C(C=C1)F)CCCNC(=O)OC(C)(C)C)=O ((2-(3-((tert-Butoxycarbonyl)amino)propyl)-4-fluorophenyl)amino)-2-(trifluoromethyl)isonicotinic acid methyl ester